N=1C=C(N2C1C=CC=C2)C(C)(C)NC(=O)C2CN(C2)C=2C1=C(N=C(N2)N2CCN(CCC2)C)CCC1 N-(2-(imidazo[1,2-a]pyridin-3-yl)propan-2-yl)-1-(2-(4-methyl-1,4-diazepan-1-yl)-6,7-dihydro-5H-cyclopenta[d]pyrimidin-4-yl)azetidine-3-carboxamide